(2R,3S)-3-((5-fluoro-2-(2-methoxy-7-methylquinoxalin-5-yl)benzo[d]thiazol-6-yl)oxy)butan-2-yl (6-carbamoylpyridin-3-yl)carbamate C(N)(=O)C1=CC=C(C=N1)NC(O[C@H](C)[C@H](C)OC1=CC2=C(N=C(S2)C2=C3N=CC(=NC3=CC(=C2)C)OC)C=C1F)=O